Dimethyl 4-fluoro-5-hydroxyphthalate FC=1C=C(C(C(=O)OC)=CC1O)C(=O)OC